N-(3-(dimethylamino)oxetane-3-carbonyl)-2-methyl-5-((4-methylthiazol-5-yl)methoxy)benzofuran-3-carboxamide CN(C1(COC1)C(=O)NC(=O)C1=C(OC2=C1C=C(C=C2)OCC2=C(N=CS2)C)C)C